ClC1=CC=C2C(=C(C(NC2=C1)=O)C1=NN([C@@H](C1)C1=CC=C(C=C1)C)C(CC)=O)C (S)-7-chloro-4-methyl-3-(1-propionyl-5-(p-tolyl)-4,5-dihydro-1H-pyrazol-3-yl)quinolin-2(1H)-one